7-bromo-N-(tert-butyl)-2-(pyridin-4-yl)thieno[3,2-b]pyridin-5-amine BrC1=C2C(=NC(=C1)NC(C)(C)C)C=C(S2)C2=CC=NC=C2